N(C(=O)C)(C1=CC=C(O)C=C1)S(=O)[O-].[Na+] sodium Paracetamolsulfinate